4-(4-Bromo-2-methanesulfonyl-phenyl)-1-(3-trifluoromethyl-phenyl)-3,4,6,7-tetrahydro-1H-cyclopentapyrimidine-2,5-dione BrC1=CC(=C(C=C1)C1NC(N(C2=C1C(CC2)=O)C2=CC(=CC=C2)C(F)(F)F)=O)S(=O)(=O)C